C[C@H]1N(CCN(C1)C1=NC=C(C=C1)NC(=O)C=1N=CC=2N(C1)C=C(N2)C)C(=O)OC(C)(C)C tert-butyl (R)-2-methyl-4-(5-(2-methylimidazo[1,2-a]pyrazine-6-carboxamido)pyridin-2-yl)piperazine-1-carboxylate